2,4,6-trimethylphenylazide CC1=C(C(=CC(=C1)C)C)N=[N+]=[N-]